ethyl 2-(3,4-dichlorophenyl)-1-methyl-4-oxo-6-[[3-(trifluoromethyl) pyrazol-1-yl]methyl]pyridine-3-carboxylate ClC=1C=C(C=CC1Cl)C=1N(C(=CC(C1C(=O)OCC)=O)CN1N=C(C=C1)C(F)(F)F)C